5,5-diphenyl-N-((3-(trifluoromethyl)phenyl)sulfonyl)-4,5-dihydroisoxazole-3-carboxamide C1(=CC=CC=C1)C1(CC(=NO1)C(=O)NS(=O)(=O)C1=CC(=CC=C1)C(F)(F)F)C1=CC=CC=C1